tributyl-(2-fluoro-furan-3-yl)stannane tert-Butyl-N-amino-N-[[(3S)-2-oxopyrrolidin-3-yl]methyl]carbamate C(C)(C)(C)OC(N(C[C@H]1C(NCC1)=O)N)=O.C(CCC)[Sn](C1=C(OC=C1)F)(CCCC)CCCC